NCCCC[C@H](C)N1C(=NC=2C(=NC=C(C21)C(=O)OCC)Cl)NC(=O)C=2C=C(C(=O)O)C=CC2 (S)-3-((1-(6-aminohexan-2-yl)-4-chloro-7-(ethoxycarbonyl)-1H-imidazo[4,5-c]pyridin-2-yl)carbamoyl)benzoic acid